4-aminocytidine NC1(NC(N([C@H]2[C@H](O)[C@H](O)[C@@H](CO)O2)C=C1)=O)N